(1S,4R)-4-amino-2-cyclopentene N[C@H]1C=CCC1